trans-(1-((5-(Aminomethyl)thiazol-2-yl)sulfonyl)-5-phenylpiperidin-3-yl)(morpholino)methanone 2,2,2-trifluoroacetate FC(C(=O)O)(F)F.NCC1=CN=C(S1)S(=O)(=O)N1C[C@H](C[C@@H](C1)C1=CC=CC=C1)C(=O)N1CCOCC1